NCCCCCC(S)S 6-aminohexane-1,1-dithiol